tert-butyl (R)-2-(((R)-1-(2,6-dichloropyridin-4-yl)-2-hydroxyethoxy)methyl)-3-methylbutanoate ClC1=NC(=CC(=C1)[C@H](CO)OC[C@H](C(=O)OC(C)(C)C)C(C)C)Cl